CC1(C=2C=CC(=CC2C(=CC1)C1=CC=CC=C1)/C=C/C1=CC=C(C(=O)O)C=C1)C (E)-4-[2-(5,6-dihydro-5,5-dimethyl-8-phenyl-2-naphthyl)vinyl]benzoic acid